Cl.N[C@H]1CN(CC1)C1=C(C=C2C(=N1)N=C(O2)N2CCOCC2)NC(=O)C=2N=C(OC2)C2=CC(=NC=C2)C (R)-N-(5-(3-aminopyrrolidin-1-yl)-2-morpholinooxazolo[4,5-b]pyridin-6-yl)-2-(2-methylpyridin-4-yl)oxazole-4-carboxamide hydrochloride